C(C)OC(C(C(C(F)F)=O)=NO)=O.C1(CC1)C1=C(C=CC=C1)C1=CC(=C(C=C1)C1CN(CC1)C(=O)C1=NNC=C1)CO (3-(2'-cyclopropyl-3-(hydroxymethyl)biphenyl-4-yl)pyrrolidin-1-yl)(1H-pyrazol-3-yl)methanone ethyl-4,4-difluoro-2-hydroxyimino-3-oxo-butyrate